FC1=CC=C(CCOC2=CC=C3C=CN(C3=C2)CCOC2OCCCC2)C=C1 6-(4-fluorophenethoxy)-1-(2-((tetrahydro-2H-pyran-2-yl)oxy)ethyl)-1H-indole